C(C)C1=C(C(=CC=C1)C(F)(F)F)COC=1C=NC(=NC1)N1C(N[C@@H](C1)CO)=O (4S)-1-(5-{[2-ethyl-6-(trifluoromethyl)phenyl]methoxy}pyrimidin-2-yl)-4-(hydroxymethyl)imidazolidin-2-one